FC1=C(C(=O)OC)C=C(C=C1C=1SC(=CN1)C)OC[C@H]1OCCC1 methyl (S)-2-fluoro-3-(5-methylthiazol-2-yl)-5-((tetrahydrofuran-2-yl)methoxy)benzoate